C(=O)(O)/C=C/C1=CC(=NN1)C(=O)O (E)-5-(2-carboxyvinyl)-1H-pyrazole-3-carboxylic acid